Cl.FC=1C=C(CNC(=O)NC=2SC=C(N2)C(C)(C)C2=CC=C(C=C2)OC)C=C(C1C1CCNCC1)F 1-(3,5-difluoro-4-(piperidin-4-yl)benzyl)-3-(4-(2-(4-methoxyphenyl)propan-2-yl)thiazol-2-yl)urea hydrochloride